(3S)-3-[[3-[5,7-difluoro-2-(4-fluorophenyl)-1H-indol-3-yl]cyclobutyl]amino]pyrrolidin-2-one Methyl-4''-iodo-2',2'',5',5''-tetramethyl-[1,1':4',1''-terphenyl]-4-carboxylate COC(=O)C1=CC=C(C=C1)C1=C(C=C(C(=C1)C)C1=C(C=C(C(=C1)C)I)C)C.FC=1C=C2C(=C(NC2=C(C1)F)C1=CC=C(C=C1)F)C1CC(C1)N[C@@H]1C(NCC1)=O